5-Amino-2,4-di-tertiary-butylphenol hydrochloride Cl.NC=1C(=CC(=C(C1)O)C(C)(C)C)C(C)(C)C